ClC1=C(C=C(C=C1)C1=C(N=C(S1)NC(C)=O)C)S(NCCO)(=O)=O N-(5-(4-Chloro-3-(N-(2-hydroxyethyl)sulfamoyl)phenyl)-4-methylthiazol-2-yl)acetamide